4-((2S,4R)-1-((5-methoxy-7-methyl-1H-indol-4-yl)methyl)-4-(pyridin-2-yl)piperidin-2-yl)benzoic acid COC=1C(=C2C=CNC2=C(C1)C)CN1[C@@H](C[C@@H](CC1)C1=NC=CC=C1)C1=CC=C(C(=O)O)C=C1